5-[1-[(1-cyano-cyclobutyl)-methyl]-8-methylamino-2-oxo-8-phenyl-1,3-diazaspiro[4.5]decan-3-yl]-pyrimidine-2-carbonitrile C(#N)C1(CCC1)CN1C(N(CC12CCC(CC2)(C2=CC=CC=C2)NC)C=2C=NC(=NC2)C#N)=O